C(C)(C)N1CCN(CC1)C=1C=NC=CC1N 3-(4-isopropylpiperazin-1-yl)pyridin-4-amine